C(N)(O[C@H]1C2(N(CC1CC2)C(=O)C2=CC1=C(C(=C(O1)C=1N(C3=CC=CC=C3C1)CC1CC1)C)C(=C2)OC)C(C)(C)C)=O Tert-butyl-((7R)-2-(2-(1-(cyclopropylmethyl)-1H-indol-2-yl)-4-methoxy-3-methylbenzofuran-6-carbonyl)-2-azabicyclo[2.2.1]hept-7-yl) carbamate